2-[(2R,4aR)-4a,8-dimethyl-2,3,4,5,6,8a-hexahydro-1H-naphthalen-2-yl]propan-2-ol C[C@]12CC[C@H](CC2C(=CCC1)C)C(C)(C)O